N-[(4-fluorophenyl)methyl]-4-[[4-oxo-6-(1H-pyrazol-4-yl)quinazolin-3-yl]methyl]pyridine-2-carboxamide FC1=CC=C(C=C1)CNC(=O)C1=NC=CC(=C1)CN1C=NC2=CC=C(C=C2C1=O)C=1C=NNC1